N-{4-[5-Fluoro-3-(5-fluoropyridin-2-yl)-1H-pyrrolo[3,2-b]pyridin-2-yl]pyridin-2-yl}-2-(4-fluorophenyl)acetamid FC1=CC=C2C(=N1)C(=C(N2)C2=CC(=NC=C2)NC(CC2=CC=C(C=C2)F)=O)C2=NC=C(C=C2)F